(E)-3-fluoro-N-(3-(2-((6-(4-methylpiperazin-1-yl)pyridin-3-yl)amino)quinazolin-8-yl)phenyl)but-2-enamide F/C(=C/C(=O)NC1=CC(=CC=C1)C=1C=CC=C2C=NC(=NC12)NC=1C=NC(=CC1)N1CCN(CC1)C)/C